NC1=NC=C(C2=C1C(=NN2C(C)C)C2=CC(=C(C=C2)NS(=O)(=O)C2=C(C=CC=C2)Cl)F)C2CCC(CC2)NC2COC2 N-(4-(4-amino-1-isopropyl-7-(4-(oxetan-3-ylamino)cyclohexyl)-1H-pyrazolo[4,3-c]pyridin-3-yl)-2-fluorophenyl)-2-chlorobenzenesulfonamide